C(OC1CC(C1)N1C(=NC=C1)C1CC1)(OC1=CC=C(C=C1)[N+](=O)[O-])=O (1s,3s)-3-(2-cyclopropyl-1H-imidazol-1-yl)cyclobutyl (4-nitrophenyl) carbonate